COCCN1N=CC(=C1)[C@@H]1CN(CC[C@H]1CC1=C2C=CNC2=C(C=C1C)C)CC(F)(F)F 4-(((3R,4R)-3-(1-(2-methoxyethyl)-1H-pyrazol-4-yl)-1-(2,2,2-trifluoroethyl)piperidin-4-yl)methyl)-5,7-dimethyl-1H-indole